CC1=NN(N=C1)C1=NC2=NC=CC(=C2C=C1)C1=CN=C2N1N=C(C(=C2)C=2C=NN(C2)C2CCOCC2)C (4-methyl-2H-1,2,3-triazol-2-yl)-5-(6-methyl-7-(1-(tetrahydro-2H-pyran-4-yl)-1H-pyrazol-4-yl)imidazo[1,2-b]pyridazin-3-yl)-1,8-naphthyridine